ClC=1C=C2C=CNC2=C(C1)F 5-chloro-7-fluoro-1H-indol